C(=O)(OC(C)(C)C)N[C@@H]1CC[C@H](CC1)C(=O)O trans-(N-Boc-4-aminocyclohexyl)carboxylic acid